3-(5-chloro-1,3-thiazol-2-yl)-5-[(3R)-tetrahydro-furan-3-yloxy]-N-{(1R)-1-[6-(trifluoromethyl)pyridazin-3-yl]ethyl}benzamide ClC1=CN=C(S1)C=1C=C(C(=O)N[C@H](C)C=2N=NC(=CC2)C(F)(F)F)C=C(C1)O[C@H]1COCC1